2-(4-bromophenyl)-1-(4-(2-(dimethylamino)ethoxy)phenyl)-1-phenylbutene BrC1=CC=C(C=C1)C(=C(C1=CC=CC=C1)C1=CC=C(C=C1)OCCN(C)C)CC